C(C1=CC=CC=C1)N1C(C(=NC2=CC=CC=C12)C1=CC=C(C=C1)[N+](=O)[O-])=O 1-Benzyl-3-(4-nitrophenyl)quinoxalin-2(1H)-one